3-chloro-1-(4-chloro-2-fluorophenyl)-6-methylisoquinoline ClC=1N=C(C2=CC=C(C=C2C1)C)C1=C(C=C(C=C1)Cl)F